N-{(1S)-1-[5-(2-Methoxychinolin-3-yl)-1H-imidazol-2-yl]-7-oxononyl}-8-(1-methylethyl)-1-oxa-2,8-diazaspiro[4.5]dec-2-en-3-carboxamid COC1=NC2=CC=CC=C2C=C1C1=CN=C(N1)[C@H](CCCCCC(CC)=O)NC(=O)C1=NOC2(C1)CCN(CC2)C(C)C